C(C)OC(=O)C1=C(N=C(O1)C)C1=CC=C(C=C1)I=C1C(OC2(CCCC2)OC1=O)=O ethyl-4-(4-((7,9-Dioxo-6,10-dioxaspiro[4.5]decan-8-ylidene)-λ3-iodanyl)phenyl)-2-methyloxazole-5-carboxylate